(16E,20E)-13-((Z)-heptadec-8-en-1-yl)-3-(2-hydroxyethyl)-11,11,17,21,25-pentamethyl-10,12,14-trioxa-3-aza-11-silahexacosa-16,20,24-trien-1-ol C(CCCCCC\C=C/CCCCCCCC)C(O[Si](OCCCCCCN(CCO)CCO)(C)C)OC\C=C(\CC\C=C(\CCC=C(C)C)/C)/C